C(C)OCC12CCC(CC1)(C2)CC=O 2-(4-(ethoxymethyl)bicyclo[2.2.1]heptan-1-yl)acetaldehyde